((1R,5R)-6-(6-fluoro-2-((tetrahydro-1H-pyrrolizin-7a(5H)-yl)methoxy)-7-(5,6,7,8-tetrahydroisoquinolin-4-yl)quinazolin-4-yl)-2,6-diazabicyclo[3.2.0]hept-2-yl)prop-2-en-1-one FC=1C=C2C(=NC(=NC2=CC1C1=CN=CC=2CCCCC12)OCC12CCCN2CCC1)N1[C@@H]2CCN([C@@H]2C1)C(C=C)=O